6-Bromo-2-(piperidin-4-yl)benzo[d]thiazole BrC1=CC2=C(N=C(S2)C2CCNCC2)C=C1